6-[(4-hydroxy-2,6-dimethyl-phenyl)methyl]-1,4-dihydro-3,1-benzoxazin-2-one OC1=CC(=C(C(=C1)C)CC=1C=CC2=C(COC(N2)=O)C1)C